ethyl 5-((5-(2-((tert-butyldimethylsilyl)oxy)ethoxy)pyridin-2-yl)methoxy)-2-methylbenzofuran-3-carboxylate [Si](C)(C)(C(C)(C)C)OCCOC=1C=CC(=NC1)COC=1C=CC2=C(C(=C(O2)C)C(=O)OCC)C1